4-((1-(4-chloro-3-(2,4-dioxotetrahydropyrimidin-1(2H)-yl)benzoyl)piperidin-4-yl)methoxy)piperidine-1-carboxylic acid-2,2,6,6-d4 ClC1=C(C=C(C(=O)N2CCC(CC2)COC2CC(N(C(C2)([2H])[2H])C(=O)O)([2H])[2H])C=C1)N1C(NC(CC1)=O)=O